4-(6-Fluoropyridin-2-yl)morpholine FC1=CC=CC(=N1)N1CCOCC1